C(C)(C)(C)OC(N[C@H](CO)C(C)(C)O)=O (R)-(1,3-dihydroxy-3-methylbutan-2-yl)carbamic acid tert-butyl ester